C(C)NCSN1CC(C(C1)C1=CC=C(C=C1)F)C(=O)NCCN1CCOCC1 (ethylaminomethylthio)-4-(4-fluorophenyl)-N-(2-morpholinoethyl)pyrrolidine-3-carboxamide